3-[8-[(3R)-3-piperidyl]-2,3-dihydro-1,4-benzoxazin-4-yl]piperidine-2,6-dione N1C[C@H](CCC1)C1=CC=CC=2N(CCOC21)C2C(NC(CC2)=O)=O